OC=1[C@H](OC(C1O)=O)[C@H](CO)O.[Fe] iron vitamin C